BrC=1C=C2C(=NC=NN2C1)O 6-bromopyrrolo[2,1-f][1,2,4]triazin-4-ol